3-((4-(1,1-difluoroethyl)-1-((2,4-dimethyl-6-oxo-1,6-dihydropyrimidin-5-yl)methyl)-6-oxo-1,6-dihydropyrimidin-5-yl)oxy)-2,4,5-trifluorobenzonitrile FC(C)(F)C=1N=CN(C(C1OC=1C(=C(C#N)C=C(C1F)F)F)=O)CC1=C(N=C(NC1=O)C)C